4-methyl-N'-[(1E)-2-(pyridazin-3-yl)-1-[1-(triphenylmethyl)imidazol-4-yl]ethylidene]benzenesulfonohydrazide CC1=CC=C(C=C1)S(=O)(=O)N/N=C(\CC=1N=NC=CC1)/C=1N=CN(C1)C(C1=CC=CC=C1)(C1=CC=CC=C1)C1=CC=CC=C1